3-(1-methoxy-2-methyl-1-oxopropan-2-yl)pyrrolidine-1-carboxylic acid tert-butyl ester C(C)(C)(C)OC(=O)N1CC(CC1)C(C(=O)OC)(C)C